2-((1-(1-(cyclopropoyl)-6-methoxyindol-4-yl)piperidin-4-yl)methoxy)pyridin C1(CC1)C(=O)N1C=CC2=C(C=C(C=C12)OC)N1CCC(CC1)COC1=NC=CC=C1